NC1=C(C(=O)O)C=C(C(=C1)OC)F 2-amino-5-fluoro-4-methoxybenzoic acid